(R)-5-(2-(4-(3-chlorophenyl)piperazin-1-yl)ethyl)-3,3-diethylpyrrolidin-2-one ClC=1C=C(C=CC1)N1CCN(CC1)CC[C@H]1CC(C(N1)=O)(CC)CC